6-methyl-2-((1-(methylsulfonyl)piperidin-4-yl)amino)Pyrido[2,3-d]Pyrimidine-7(8H)-one CC1=CC2=C(N=C(N=C2)NC2CCN(CC2)S(=O)(=O)C)NC1=O